CC1=NC=CC(=C1)CN([C@@H]1CN(CCC1)C=1C=NC(=CC1)[N+](=O)[O-])CC1=CN(C2=CC=CC=C2C1=O)C1COC1 3-({[(2-methylpyridin-4-yl)methyl][(3S)-1-(6-nitropyridin-3-yl)piperidin-3-yl]amino}methyl)-1-(oxetan-3-yl)-1,4-dihydroquinolin-4-one